2-CHLORO-6-ISOPROPYLPYRIDINE-4-BORONIC ACID ClC1=NC(=CC(=C1)B(O)O)C(C)C